BrC1=C(C=CC=C1)[C@@H]1CN(CCN1)C1=NC(=NC(=N1)NC1CC1)N (R)-6-(3-(2-bromophenyl)piperazin-1-yl)-N2-cyclopropyl-1,3,5-triazine-2,4-diamine